Ethyl 2-[2-[tert-butoxycarbonyl(methyl)amino]ethoxy]acetate C(C)(C)(C)OC(=O)N(CCOCC(=O)OCC)C